(5R,8S)-N-(4,5-dichloro-2-fluorophenyl)-1-fluoro-4-(3-((tetrahydro-2H-pyran-2-yl)oxy)prop-1-yn-1-yl)-6,7,8,9-tetrahydro-5H-5,8-epiminocyclohepta[c]pyridine-10-carboxamide ClC1=CC(=C(C=C1Cl)NC(=O)N1[C@@H]2CC[C@H]1CC=1C(=NC=C(C12)C#CCOC1OCCCC1)F)F